O1COC=2COC=CC21 dioxolo[4,5-c]pyran